2-Isopropyl-1,3-oxazolidine-3-ethanol C(C)(C)C1OCCN1CCO